CC=1C=C(C(=O)N\N=C(\CCCC)/C2=CC=CC=C2)C=CC1 (Z)-3-methyl-N'-(1-phenylpentylidene)benzohydrazide